r-2-amino-5-cyclopropyl-1-(3-hydroxy-2,6-dimethyl-phenyl)pyrrolo[2,3-b]pyridine-3-carboxamide NC1=C(C=2C(=NC=C(C2)C2CC2)N1C1=C(C(=CC=C1C)O)C)C(=O)N